(E)-2-(3,4-dimethoxyphenyl)-3-(4-methoxyphenyl)acrylic acid COC=1C=C(C=CC1OC)/C(/C(=O)O)=C\C1=CC=C(C=C1)OC